C(CC)C1=C([C@H]2[C@H](O)[C@H](O)[C@@H](CO)O2)C(NC(N1)=O)=O 6-Propyl-pseudouridine